5-[3-ethylsulfonyl-6-(1,2,4-triazol-1-yl)-2-pyridyl]-1-(2,2,3,3,3-pentafluoropropyl)pyrazolo[3,4-c]pyridine C(C)S(=O)(=O)C=1C(=NC(=CC1)N1N=CN=C1)C=1C=C2C(=CN1)N(N=C2)CC(C(F)(F)F)(F)F